(1S,5S)-6-(4-ethoxyphenyl)-3-((4-fluorophenyl)sulfonyl)-9,9-dimethyl-3,6-diazabicyclo[3.2.2]nonane C(C)OC1=CC=C(C=C1)N1[C@@H]2CN(C[C@H](C1)CC2(C)C)S(=O)(=O)C2=CC=C(C=C2)F